2-(4-(1-propenoyl-1,2,5,6-tetrahydropyridin-3-yl)-1H-pyrazol-1-yl)-N-(5-cyclopropylthiazol-2-yl)propionamide C(C=C)(=O)N1CC(=CCC1)C=1C=NN(C1)C(C(=O)NC=1SC(=CN1)C1CC1)C